N-((S)-1-((4-((S)-1-(((R)-1-cyclobutyl-2-hydroxyethyl)amino)-1-oxopropan-2-yl)-2-fluorophenyl)amino)-3,3-dicyclohexyl-1-oxopropan-2-yl)-1-ethyl-1H-pyrazole-5-carboxamide C1(CCC1)[C@H](CO)NC([C@@H](C)C1=CC(=C(C=C1)NC([C@H](C(C1CCCCC1)C1CCCCC1)NC(=O)C1=CC=NN1CC)=O)F)=O